NC1=C(C=CC(=C1)NCC1=CC=C(C=C1)C(F)(F)F)NC([C@@H]([C@H](CCCC)F)F)=O (2S,3S)-N-(2-amino-4-((4-(trifluoromethyl)benzyl)amino)phenyl)-2,3-difluoroheptanamide